NC1N(CCNC1)C1=CC=CC=2OC(COC21)C 5-(2-aminopiperazin-1-yl)-2-methyl-2,3-dihydro-1,4-benzodioxine